5-((1S,2S)-2-(6-(2,4-dioxo-1,2,3,4-tetrahydropyrimidin-5-yl)imidazo[1,2-b]pyridazin-8-yl)cyclopropyl)nicotinonitrile O=C1NC=C(C(N1)=O)C=1C=C(C=2N(N1)C=CN2)[C@@H]2[C@H](C2)C=2C=NC=C(C#N)C2